CC1(O[C@H]2[C@@H](O1)O[C@@H](C2)[C@@H](CO)O)C (R)-1-[(3aR,5S,6aR)-2,2-dimethyl-3a,5,6,6a-tetrahydrofuro[2,3-d][1,3]dioxol-5-yl]ethane-1,2-diol